(R)-N-(1-(methyl-d3)-3-(2-methyl-7-(methylthio)-2,3-dihydro-[1,4]dioxino[2,3-c]pyridin-5-yl)-1H-pyrrolo[2,3-c]pyridin-5-yl)acetamide C(N1C=C(C=2C1=CN=C(C2)NC(C)=O)C2=NC(=CC1=C2OC[C@H](O1)C)SC)([2H])([2H])[2H]